(Z)-3-(1-(4-amino-2-fluorobut-2-en-1-yl)-6-fluoro-1H-benzo[d]imidazol-4-yl)-N-methylbenzenesulfonamide hydrochloride Cl.NC\C=C(\CN1C=NC2=C1C=C(C=C2C=2C=C(C=CC2)S(=O)(=O)NC)F)/F